ClC1=C(C=CC=C1)SCC(=O)N1C(CCC1)C1=NC(C(=C2N1CCN(C2=O)C2CC1=CC=CC=C1C2)O)=O 6-(1-(2-((2-chlorophenyl)thio)acetyl)pyrrolidin-2-yl)-2-(2,3-dihydro-1H-inden-2-yl)-9-hydroxy-3,4-dihydro-2H-pyrazino[1,2-c]pyrimidine-1,8-dione